sodium tri-hydrofluoric acid salt F.F.F.[Na]